(R)-1-(1-(4-(benzo[d]thiazol-7-yl)phenyl)-2-hydroxy-2-methylpropyl)-3-(2-ethynyl-thiazol-4-yl)urea S1C=NC2=C1C(=CC=C2)C2=CC=C(C=C2)[C@H](C(C)(C)O)NC(=O)NC=2N=C(SC2)C#C